16β-methyl-17α,21-dihydroxypregn-1,4-diene-3,11,20-trione C[C@@H]1[C@](C(CO)=O)([C@]2(CC([C@@H]3[C@]4(C=CC(C=C4CC[C@H]3[C@@H]2C1)=O)C)=O)C)O